ClC1=C(C(=O)O)C=CC(=C1)NC(=O)C=1N(C(=CN1)C1=C(C(=C(C=C1)C=1C(=NNC1)C)F)F)C 2-chloro-4-[[5-[2,3-difluoro-4-(3-methyl-1H-pyrazol-4-yl)phenyl]-1-methyl-imidazole-2-carbonyl]amino]benzoic acid